6-bromo-7-tert-butyl-8-deuteromethyl-2-trifluoromethyl-2H-benzopyran-3-carboxylic acid ethyl ester C(C)OC(=O)C=1C(OC2=C(C1)C=C(C(=C2C[2H])C(C)(C)C)Br)C(F)(F)F